4-bromo-2,5-dimethoxyphenyl-isopropylamine BrC1=CC(=C(C=C1OC)NC(C)C)OC